2,3,4,5,6,10b,11,12-octahydro-3,3-dimethyl-spiro[4b-aza-chrysen-12,2'-[1,3]dithian]-1-on CC1(CC(C2=C(C1)N1CCC3=CC=CC=C3C1CC21SCCCS1)=O)C